BrC1=NNC2=NC(=NC(=C21)C#N)N2C1=C(C=CC2)[C@H](C2(CCNCC2)C1)N[S@](=O)C(C)(C)C (R)-N-((S)-1-(3-bromo-4-cyano-1H-pyrazolo[3,4-d]pyrimidin-6-yl)-5,7-dihydrospiro[cyclopenta[b]pyridine-6,4'-piperidin]-5-yl)-2-methylpropane-2-sulfinamide